6-[(5'S,7a'R)-5'-(3,5-difluorophenyl)-3'-oxotetrahydro-1H,3'H-spiro[piperidine-4,2'-pyrrolo[2,1-b][1,3]oxazol]-1-yl]-4-[(propan-2-yl)oxy]pyridine-3-carbonitrile FC=1C=C(C=C(C1)F)[C@@H]1CC[C@H]2OC3(C(N21)=O)CCN(CC3)C3=CC(=C(C=N3)C#N)OC(C)C